(R)-2-(6-((1-(2-hydroxyethyl)piperidin-3-yl)amino)-4-methylpyridazin-3-yl)-5-(prop-1-yn-1-yl)phenol OCCN1C[C@@H](CCC1)NC1=CC(=C(N=N1)C1=C(C=C(C=C1)C#CC)O)C